N1(CCOCC1)C1=CC=C(C=C1)C(CCC)=O 1-[4-(4-morpholinyl)phenyl]-1-butanone